rac-2-((tert-butyldimethylsilyl)oxy)-1-(2,2-dimethylcyclopropyl)ethan-1-one oxime [Si](C)(C)(C(C)(C)C)OCC(=NO)[C@H]1C(C1)(C)C |r|